ethylenebisterephthalamide C(CC1=C(C(=O)N)C=CC(=C1)C(=O)N)C1=C(C(=O)N)C=CC(=C1)C(=O)N